2-(2-chloro-4-(2-((7-methoxy-[1,2,4]triazolo[1,5-a]pyridin-2-yl)amino)-2-oxoethyl)phenoxy)nicotinamide ClC1=C(OC2=C(C(=O)N)C=CC=N2)C=CC(=C1)CC(=O)NC1=NN2C(C=C(C=C2)OC)=N1